boric acid glyceryl amide C(C(O)CO)NB(O)O